(1S,2S)-2-(4-chloropyridin-2-yl)-N-(6-(((6-cyclopropyl-8-(2,4-dioxoimidazolidin-1-yl)imidazo[1,2-a]pyridin-2-yl)methyl)amino)-2-methoxypyrimidin-4-yl)cyclopropane-1-carboxamide ClC1=CC(=NC=C1)[C@@H]1[C@H](C1)C(=O)NC1=NC(=NC(=C1)NCC=1N=C2N(C=C(C=C2N2C(NC(C2)=O)=O)C2CC2)C1)OC